N-(7-((5-bromo-2-((2-methoxy-5-methyl-4-(4-(4-methylpiperazin-1-yl)piperidine-1-yl)phenyl)amino)pyrimidin-4-yl)amino)quinoxalin-6-yl)-N-methylmethanesulfonamide BrC=1C(=NC(=NC1)NC1=C(C=C(C(=C1)C)N1CCC(CC1)N1CCN(CC1)C)OC)NC1=C(C=C2N=CC=NC2=C1)N(S(=O)(=O)C)C